ClC1=CC(=C(C=C1)C1=NC(=CC2=CC=C(C=C12)C)N1C[C@@H](OCC1)C=1C=NN(C1)C)F (S)-4-(1-(4-chloro-2-fluorophenyl)-7-methylisoquinolin-3-yl)-2-(1-methyl-1H-pyrazol-4-yl)morpholine